N1=CC=C2N1C=CC=C2C#N pyrazolo[1,5-a]pyridine-4-carbonitrile